4-Methyl-N-(3,4,5-trimethoxybenzyl)aniline hydrochloride Cl.CC1=CC=C(NCC2=CC(=C(C(=C2)OC)OC)OC)C=C1